2-(4-(6-((4-cyano-2-fluorobenzyl)oxy)pyridin-2-yl)-2,5-difluorobenzyl)-1-(3,3-dimethyltetrahydro-2H-pyran-4-yl)-1H-benzo[d]imidazole-6-carboxylic acid C(#N)C1=CC(=C(COC2=CC=CC(=N2)C2=CC(=C(CC3=NC4=C(N3C3C(COCC3)(C)C)C=C(C=C4)C(=O)O)C=C2F)F)C=C1)F